COC1=CC2(C(=C(C(N(C2)C)=O)S(=O)(=O)C2=CC=CC=C2)C2=CC=CC=C2)C=CC1=O 8-Methoxy-2-methyl-5-phenyl-4-(phenylsulfonyl)-2-azaspiro[5.5]undeca-4,7,10-triene-3,9-dione